NC1=NC=NN2C1=C(C=C2[C@@H]2CC[C@H](CC2)O)C2=CC=C(C=C2)C2=C(C(N(C=C2)C2=CC=CC=C2)=O)C(=O)N {4-[4-amino-7-(trans-4-hydroxycyclohexyl)pyrrolo[2,1-f][1,2,4]triazin-5-yl]phenyl}-2-oxo-1-phenyl-1,2-dihydropyridine-3-carboxamide